C1=C(O[C@H]([C@@H]([C@H]1O)OS(=O)(=O)O)O[C@@H]2[C@H](O[C@@H]([C@@H]([C@H]2O)NS(=O)(=O)O)O[C@H]3[C@@H]([C@H]([C@@H](O[C@H]3C(=O)O)O[C@@H]4[C@H](O[C@@H]([C@@H]([C@H]4O)NS(=O)(=O)O)O[C@H]5[C@@H]([C@H]([C@@H](O[C@H]5C(=O)O)O[C@@H]6[C@H](O[C@@H]([C@@H]([C@H]6O)NS(=O)(=O)O)O[C@H]7[C@@H]([C@H]([C@@H](O[C@H]7C(=O)O)O[C@@H]8[C@H](O[C@@H]([C@@H]([C@H]8O)NS(=O)(=O)O)O[C@H]9[C@@H]([C@H]([C@@H](O[C@H]9C(=O)O)O[C@@H]1[C@H](O[C@@H]([C@@H]([C@H]1O)NS(=O)(=O)O)O[C@H]1[C@@H]([C@H]([C@@H](O[C@H]1C(=O)O)O[C@@H]1[C@H](O[C@@H]([C@@H]([C@H]1O)NS(=O)(=O)O)O[C@H]1[C@@H]([C@H]([C@@H](O[C@H]1C(=O)O)O[C@@H]1[C@H](O[C@@H]([C@@H]([C@H]1O)NS(=O)(=O)O)O[C@H]1[C@@H]([C@H]([C@@H](O[C@H]1C(=O)O)O[C@@H]1[C@H](O[C@@H]([C@@H]([C@H]1O)NS(=O)(=O)O)O)COS(=O)(=O)O)OS(=O)(=O)O)O)COS(=O)(=O)O)OS(=O)(=O)O)O)COS(=O)(=O)O)OS(=O)(=O)O)O)COS(=O)(=O)O)OS(=O)(=O)O)O)COS(=O)(=O)O)OS(=O)(=O)O)O)COS(=O)(=O)O)OS(=O)(=O)O)O)COS(=O)(=O)O)OS(=O)(=O)O)O)COS(=O)(=O)O)C(=O)O The molecule is a heparin hexadecasaccharide consisting of 4-deoxy-2-O-sulfo-alpha-L-threo-hex-4-enopyranuronosyl, 2-deoxy-6-O-sulfo-2-(sulfoamino)-alpha-D-glucopyranosyl, 2-O-sulfo-alpha-L-idopyranuronosyl, 2-deoxy-6-O-sulfo-2-(sulfoamino)-alpha-D-glucopyranosyl, 2-O-sulfo-alpha-L-idopyranuronosyl, 2-deoxy-6-O-sulfo-2-(sulfoamino)-alpha-D-glucopyranosyl, 2-O-sulfo-alpha-L-idopyranuronosyl, 2-deoxy-6-O-sulfo-2-(sulfoamino)-alpha-D-glucopyranosyl, 2-O-sulfo-alpha-L-idopyranuronosyl, 2-deoxy-6-O-sulfo-2-(sulfoamino)-alpha-D-glucopyranosyl, 2-O-sulfo-alpha-L-idopyranuronosyl, 2-deoxy-6-O-sulfo-2-(sulfoamino)-alpha-D-glucopyranosyl, 2-O-sulfo-alpha-L-idopyranuronosyl, 2-deoxy-6-O-sulfo-2-(sulfoamino)-alpha-D-glucopyranosyl, 2-O-sulfo-alpha-L-idopyranuronosyl, and 2-deoxy-6-O-sulfo-2-(sulfoamino)-alpha-D-glucopyranose units joined in sequence by (1->4) linkages. Sequence: DUA2S-[-GlcNS6S-IdoA2S-]7-GlcNS6S It is a heparin hexadecasaccharide, an amino oligosaccharide and an oligosaccharide sulfate.